cis-3-heptadecene-1,1-dicarboxylic acid C(C\C=C/CCCCCCCCCCCCC)(C(=O)O)C(=O)O